NC1(CN(CCC1)C(=O)OC(C)(C)C)C tert-Butyl 3-amino-3-methylpiperidine-1-carboxylate